O1CC(C1)N1C[C@@H]2[C@H](C1)CN(C2)C(=O)C2=CC=C(C=C2)C2=NOC(=C2)C2=NNC1=CC(=C(C=C21)F)OCCOC 3-(3-{4-[(cis)-5-(Oxetan-3-yl)-octahydropyrrolo[3,4-c]pyrrol-2-carbonyl]phenyl}-1,2-oxazol-5-yl)-5-fluoro-6-(2-methoxyethoxy)-1H-indazol